AMINOBENZOAT NC1=C(C(=O)[O-])C=CC=C1